NC=1C(=NN2C1N(C(CC2)=O)CC2=CC=C(C=C2)C=2N(C=C(N2)C(F)(F)F)CC)C2=C(C=NN2C(C)C)Cl 3-amino-2-(4-chloro-1-isopropyl-1H-pyrazol-5-yl)-4-(4-(1-ethyl-4-(trifluoromethyl)-1H-imidazol-2-yl)benzyl)-6,7-dihydropyrazolo[1,5-a]pyrimidin-5(4H)-one